ClC1=CC=2N(C(=N1)SC)C=C(N2)C(F)(F)F 7-chloro-5-(methylthio)-2-(trifluoromethyl)imidazo[1,2-c]pyrimidine